CN(C(CC1=C(C2=C(NC(=N2)[C@@H](NC(=O)C=2C(=NOC2)CC)C2CCC(CC2)C)C=C1)F)=O)C N-[(S)-{5-[2-(dimethylamino)-2-oxoethyl]-4-fluoro-1H-benzoimidazol-2-yl}(4-methyl-cyclohexyl)methyl]-3-ethylisoxazole-4-carboxamide